FC([C@H](C1COC1)N(C(C)=O)C=1N=C2N(CCOC3=C2C=CC(=C3)N[C@H](C(=O)N)C)C1)F (S)-2-((2-(N-((S)-2,2-difluoro-1-(oxetan-3-yl)ethyl)acetamido)-5,6-dihydrobenzo[f]imidazo[1,2-d][1,4]oxazepin-9-yl)amino)propanamide